γ-Nonanolacton C1(CC(CCCCCC)O1)=O